CC1=CC=C(C=CC2=NS(C3=C2C=CC=C3)(=O)=O)C=C1 3-(4-Methylstyryl)benzisothiazole 1,1-dioxide